6-(3-(2-chloro-4-((5-cyclopropyl-3-(2,6-dichlorophenyl)isoxazol-4-yl)methoxy)phenyl)-3-hydroxyazetidin-1-yl)nicotinic acid ClC1=C(C=CC(=C1)OCC=1C(=NOC1C1CC1)C1=C(C=CC=C1Cl)Cl)C1(CN(C1)C1=NC=C(C(=O)O)C=C1)O